5-(2-cyano-4-fluoro-5-nitro-phenyl)-5-pyridin-3-yl-4,5-dihydroisoxazole-3-carboxylic acid methyl ester COC(=O)C1=NOC(C1)(C=1C=NC=CC1)C1=C(C=C(C(=C1)[N+](=O)[O-])F)C#N